FC=1C=C(C(=O)NCC2CCC(CC2)N2N=C3C=C(C=CC3=C2)C2=CC=NC=C2)C=C(C1O)F 3,5-difluoro-4-hydroxy-N-({(1r,4r)-4-[6-(pyridin-4-yl)-2H-indazol-2-yl]cyclohexyl}methyl)benzamide